6-{[(1S,3S)-3-[(triisopropylsilyl)oxy]cyclopentyl]amino}imidazo[1,2-a]pyridine-3-carboxylic acid C(C)(C)[Si](O[C@@H]1C[C@H](CC1)NC=1C=CC=2N(C1)C(=CN2)C(=O)O)(C(C)C)C(C)C